O1CC(C1)C(=O)N1CC2(C1)C[C@@H](CC2)N2CCC(CC2)C2=C(C=CC=C2)OCCOC(F)(F)F (R)-oxetan-3-yl(6-(4-(2-(2-(trifluoromethoxy)ethoxy)phenyl)piperidin-1-yl)-2-azaspiro[3.4]octan-2-yl)methanone